2-amino-6-(1H-imidazol-1-yl)-N-((1r,4r)-4-methoxycyclohexyl)pyrimidine-4-carboxamide NC1=NC(=CC(=N1)C(=O)NC1CCC(CC1)OC)N1C=NC=C1